CC1CCC(C1)C1OCCC2=C1C(C(C(C2)(C)C)C)(C)C 1,3,4,6,7,8-hexahydro-4,6,6,7,8,8-hexamethyl-cyclopentyl-2-benzopyran